6-(1,1-difluoroethyl)picolinamide FC(C)(F)C1=CC=CC(=N1)C(=O)N